4-[2-fluoro-5-(methylsulfonyl)phenyl]-2-[(3R)-3-methylmorpholin-4-yl]-8-(1H-pyrazol-5-yl)-1,7-naphthyridine FC1=C(C=C(C=C1)S(=O)(=O)C)C1=CC(=NC2=C(N=CC=C12)C1=CC=NN1)N1[C@@H](COCC1)C